(S)-2-((S)-2-aminopropionamido)propionic acid N[C@H](C(=O)N[C@H](C(=O)O)C)C